FC=1C=C2CN(C(C2=CC1F)=O)C1C(NC(CN1)=O)=O 3-(5,6-difluoro-1-oxo-isoindolin-2-yl)piperazine-2,6-dione